N-{[4-(6-methylpyridine-3-sulfonyl)phenyl]methyl}thieno[2,3-c]pyridine-2-carboxamide CC1=CC=C(C=N1)S(=O)(=O)C1=CC=C(C=C1)CNC(=O)C1=CC=2C(=CN=CC2)S1